S(=O)(=O)([O-])[O-].[Al+3].S(=O)(=O)([O-])[O-].S(=O)(=O)([O-])[O-].[Al+3] aluminum sulfate